C(#N)C(NC(=O)[C@@H]1[C@H]2C([C@H]2CN1C([C@H](C(C)(C)C)NC(C(F)F)=O)=O)(C)C)C=1C=NC=C2C=CC=NC12 (1R,2S,5S)-N-[cyano(1,6-naphthyridin-8-yl)methyl]-3-[(2S)-2-[(2,2-difluoroacetyl)amino]-3,3-dimethyl-butanoyl]-6,6-dimethyl-3-azabicyclo[3.1.0]hexane-2-carboxamide